cis-1,2,3,4-cyclopentanetetracarboxylic dianhydride C1[C@@H]2[C@H](C3C1C(=O)OC3=O)C(=O)OC2=O